ClC=1C=C2C(=CN=C(C2=CN1)OC1CC1)[C@@](C)(O)C1CCC1 (S)-1-(6-chloro-1-cyclopropoxy-2,7-naphthyridin-4-yl)-1-cyclobutylethan-1-ol